N1=NC(=CC=C1)N1N=CC(=C1C(F)(F)F)C(=O)O 1-(pyridazin-3-yl)-5-(trifluoromethyl)-1H-pyrazole-4-carboxylic acid